trans-3-(2-((4-(tert-butoxycarbonyl)cyclohexyl)amino)-5-fluoropyrimidin-4-yl)benzoic acid C(C)(C)(C)OC(=O)[C@@H]1CC[C@H](CC1)NC1=NC=C(C(=N1)C=1C=C(C(=O)O)C=CC1)F